BrC1=CC=2N=C(N=C(C2N=C1)C1(N(CCNC1)C(=O)[O-])CC#N)OC[C@H]1N(CCC1)C 7-bromo-2-((((S)-1-methylpyrrolidin-2-yl)methoxy)pyrido[3,2-d]pyrimidine-4-yl)-2-(cyanomethyl)piperazine-1-carboxylate